1-(4-{3-[(1r,3R,5S,7r)-3,5-dimethyladamantan-1-yl]ureido}benzoyl)-N-methoxypiperidine-3-carboxamide C[C@]12CC3(CC(C[C@@](C1)(C3)C)C2)NC(NC2=CC=C(C(=O)N3CC(CCC3)C(=O)NOC)C=C2)=O